OC(=O)C(F)(F)F.C12CN(CC(N1)C2)C2=CC=C(C=N2)C2=NOC(=N2)C(F)(F)F 3-(6-(3,6-diazabicyclo[3.1.1]heptan-3-yl)pyridin-3-yl)-5-(trifluoromethyl)-1,2,4-oxadiazole TFA salt